2-[2-({[(3-fluoro-2-pyridyl)cyclobutyl]methyl}amino)pyrimidin-5-yl]-1,3-thiazole-4-carboxylic acid FC=1C(=NC=CC1)C1(CCC1)CNC1=NC=C(C=N1)C=1SC=C(N1)C(=O)O